pentane-5-carboxamide CCCCCC(=O)N